2-(4-hydroxyphenyl)-6,7-dihydroxyquinolin-4(1H)-one OC1=CC=C(C=C1)C=1NC2=CC(=C(C=C2C(C1)=O)O)O